ClC=1C=C2C(=C(NC2=CC1)C(=O)O)CC(=O)N1[C@@H](CN(CC1)C1=CC=CC=C1)C (R)-5-chloro-3-(2-(2-methyl-4-phenylpiperazin-1-yl)-2-oxoethyl)-1H-indole-2-carboxylic acid